8-(quinolin-6-yl)-[1,2,4]Triazolo[1,5-c]Pyrimidin-5-amine N1=CC=CC2=CC(=CC=C12)C=1C=2N(C(=NC1)N)N=CN2